4-[3,5-bis(4-aminobutyl)cyclohexyl]butylamine NCCCCC1CC(CC(C1)CCCCN)CCCCN